ClC1=C(C(=CC(=C1)NC([C@H](CO)C1=CC=C(C=C1)S(=O)(=O)C)=O)Cl)C1=CC=C(C=C1)S(=O)(=O)C1CC1 (S)-N-(2,6-dichloro-4'-(cyclopropylsulfonyl)-[1,1'-biphenyl]-4-yl)-2-(4-(methylsulfonyl)phenyl)-3-hydroxypropionamide